FC1=C(C=CC(=C1)F)C1=CC=C(C=C1)[C@H](CC(=O)[O-])NC(=O)NC=1C(N(C=CC1[O-])C)=O.[Na+].[Na+] sodium (S)-3-(2',4'-difluorobiphenyl-4-yl)-3-(3-(1-methyl-4-oxido-2-oxo-1,2-dihydropyridin-3-yl) ureido)propanoate